N[C@@H](C(=O)N1CCN(CC1)C=1C2=C(N=CN1)[C@H](C[C@H]2C)O)CC2=CC(=C(C=C2)Cl)Cl (R)-2-amino-3-(3,4-dichlorophenyl)-1-(4-((5R,7S)-7-hydroxy-5-methyl-6,7-dihydro-5H-cyclopenta[d]pyrimidin-4-yl)piperazin-1-yl)propan-1-one